4-((4-morpholino-6-((5-(5-phenyl-1,3,4-oxadiazol-2-yl)thiazol-2-yl)amino)pyrimidine-2-yl)amino)bicyclo[2.2.1]heptan-1-ol O1CCN(CC1)C1=NC(=NC(=C1)NC=1SC(=CN1)C=1OC(=NN1)C1=CC=CC=C1)NC12CCC(CC1)(C2)O